[Si](C)(C)(C(C)(C)C)OC1=CC(=C(C(=O)OC)C=C1)C methyl 4-((tert-butyldimethylsilyl) oxy)-2-methylbenzoate